O=C1NC(CCC1N1CC2=C3C=C(N(C3=CC=C2C1=O)C)CC=1C(=NC=CC1)C(=O)N)=O ((2-(2,6-dioxopiperidin-3-yl)-6-methyl-3-oxo-1,2,3,6-tetrahydropyrrolo[3,4-e]indol-7-yl)methyl)picolinamide